CC=1C=C(OC1C)CC1=NC=2N(C=C(NC2CC2=CC(=CC=C2)F)C2=CC=CC=C2)C1=O 2-((4,5-dimethylfuran-2-yl)methyl)-8-(3-fluorobenzyl)-6-phenylimidazo[1,2-a]pyrazin-3(7H)-one